6-[(Oxan-4-yl)amino]-8-{[5-(pyrrolidin-1-carbonyl)pyridin-2-yl]amino}imidazo[1,2-b]pyridazin-3-carbonitril O1CCC(CC1)NC=1C=C(C=2N(N1)C(=CN2)C#N)NC2=NC=C(C=C2)C(=O)N2CCCC2